2-methyl-4-phenylbutan CC(C)CCC1=CC=CC=C1